C(C)(=O)OCCOC1=CC=C(C=C1)C1C(OC2=C1C=C(C=C2C(C)(C)C)C(C)(C)C)=O (4-(2-acetoxyethoxy)-phenyl)-5,7-di-tert-butyl-benzofuran-2-one